2-(7-((2S,5R)-2,5-diethyl-4-(2,6-naphthyridine-3-carbonyl)piperazin-1-yl)-4-methyl-5-oxo-4,5-dihydro-2H-pyrazolo[4,3-b]pyridin-2-yl)acetonitrile C(C)[C@@H]1N(C[C@H](N(C1)C(=O)C=1N=CC2=CC=NC=C2C1)CC)C=1C=2C(N(C(C1)=O)C)=CN(N2)CC#N